[BrH]=O bromanone